3-ethoxy-N,N-diethylpropanamide C(C)OCCC(=O)N(CC)CC